C(C)C1=C(C(=C2N(C(CN(S2(=O)=O)CCCCO)C(=O)O)C1=O)C1=CC(=CC=C1)C(F)(F)F)CC1=CC=CC2=CC=CC=C12 7-ethyl-2-(4-hydroxybutyl)-8-(naphthalen-1-ylmethyl)-6-oxo-9-(3-(trifluoromethyl)phenyl)-3,4-dihydro-2H,6H-pyrido[1,2-e][1,2,5]thiadiazine-4-carboxylic acid 1,1-dioxide